FC=1C=C2C(NN=C(C2=CC1F)[C@@H](C)N(C(=O)C=1NC2=CC=C(C(=C2C1)F)F)CC)=O (R)-N-(1-(6,7-difluoro-4-oxo-3,4-dihydrophthalazin-1-yl)ethyl)-N-ethyl-4,5-difluoro-1H-indole-2-carboxamide